CP(CCCCCCCC)CCCCCCCC methyl-di-(1-octyl)phosphine